(S)-hydroxybutyric acid methyl ester COC([C@H](CC)O)=O